[Si](C)(C)(C(C)(C)C)OC(C(=O)N1CCC2=CC(=CC(=C12)F)C1=CC(=NC=C1)NC1=CC=NN1C)C=1C(=NC=CC1)Cl 2-((t-butyldimethylsilyl)oxy)-2-(2-chloropyridin-3-yl)-1-(7-fluoro-5-(2-((1-methyl-1H-pyrazol-5-yl)amino)pyridin-4-yl)indolin-1-yl)ethan-1-one